gluconic acid potassium [K].O=C([C@H](O)[C@@H](O)[C@H](O)[C@H](O)CO)O